amino-5-(methylsulfonylaminomethyl)-benzoic acid methyl ester COC(C1=C(C=CC(=C1)CNS(=O)(=O)C)N)=O